5-fluoro-3-(2-(3-(4-bromophenyl)-4-oxothiazolidine-2-ylidene)hydrazono)-1H-indol-2-one FC=1C=C2C(C(NC2=CC1)=O)=NN=C1SCC(N1C1=CC=C(C=C1)Br)=O